ClC1=C(OC2=CC=CC3=C2NC(=NS3(=O)=O)NCC3=NC=C(C=C3F)F)C=CC=C1 5-(2-chlorophenoxy)-3-(((3,5-difluoropyridin-2-yl)methyl)amino)-4H-benzo[e][1,2,4]thiadiazine 1,1-dioxide